ClC=1C=C(C(=NC1OC)NS(=O)(=O)C1=CNC2=C3C(=CC=C12)CCCC3)F N-(5-chloro-3-fluoro-6-methoxypyridin-2-yl)-6,7,8,9-tetrahydro-1H-benzo[g]indole-3-sulfonamide